4,4'-[1,6-hexanediylbis(oxymethylene)]bis[1,3-dioxolan-2-one] C(CCCCCOCC1OC(OC1)=O)OCC1OC(OC1)=O